CC1=CC=2N(C(=C1)C#N)C=CN2 7-methylimidazo[1,2-a]pyridine-5-carbonitrile